8-(benzyloxy)-2,6,6,9-tetramethyl-6H-benzo[c]chromen-3-ol C(C1=CC=CC=C1)OC=1C(=CC2=C(C(OC3=CC(=C(C=C23)C)O)(C)C)C1)C